S1C(=NC2=C1C=CC=C2)NC2=C(C1=C(N=N2)N(CCC1)C=1SC(=C(N1)C(=O)O)CCCOC1=C(C=C(C=C1)I)F)C [3-(1,3-benzothiazol-2-ylamino)-4-methyl-6,7-dihydro-5H-pyrido[2,3-c]pyridazin-8-yl]-5-[3-(2-fluoro-4-iodo-phenoxy)propyl]thiazole-4-carboxylic acid